1,1,1,3,3,3-Hexafluoro-2-{2-methyl-1-[5-methyl-2-(3-trifluoromethyl-phenyl)-oxazol-4-ylmethyl]-1H-indol-5-yl}-propan-2-ol FC(C(C(F)(F)F)(O)C=1C=C2C=C(N(C2=CC1)CC=1N=C(OC1C)C1=CC(=CC=C1)C(F)(F)F)C)(F)F